CC[C@@H](CC=C)S(=O)(=O)N (S)-HEX-5-ENE-3-SULFONAMIDE